OC1=C(C=C(C=C1)/C=C/C(=O)C1=C(C=C(C=C1)OCC1=CC=CC=C1)O)OC (E)-3-(4-Hydroxy-3-methoxyphenyl)-1-(2-hydroxy-4-phenylmethoxyphenyl)prop-2-en-1-one